1,4-bis(3-sulfanylpropyl)piperazine-2,5-dione SCCCN1C(CN(C(C1)=O)CCCS)=O